C(C)OC(CCC(=O)C1=NC(=CC(=C1O)C#N)CC1=C(C=C(C=C1C)F)C)=O 4-[4-Cyano-6-(4-fluoro-2,6-dimethyl-benzyl)-3-hydroxy-pyridin-2-yl]-4-oxo-butyric acid ethyl ester